NC1=C(C=C(C=C1)Cl)NC(/C=C/C=1N=CC(=NC1)/C=C(\C1=CC=CC=C1)/C=1C=C(C(=O)N)C=CC1)=O 3-((E)-2-(5-((E)-3-((2-amino-5-chlorophenyl)amino)-3-oxoprop-1-en-1-yl)pyrazin-2-yl)-1-phenylvinyl)benzamide